4-cyclobutyl-N-((7-(5-(difluoromethyl)-1,3,4-oxadiazol-2-yl)imidazo[1,2-a]pyridin-2-yl)methyl)-N-(3-fluorophenyl)piperazine-1-carboxamide C1(CCC1)N1CCN(CC1)C(=O)N(C1=CC(=CC=C1)F)CC=1N=C2N(C=CC(=C2)C=2OC(=NN2)C(F)F)C1